2-(5-(3,5-dichlorophenyl)-5-(trifluoromethyl)-4,5-dihydroisoxazol-3-yl)-N-(2,2,3,3,3-pentafluoropropyl)-2,3-dihydro-1H-pyrrolo[3,4-c]pyridine-6-carboxamide ClC=1C=C(C=C(C1)Cl)C1(CC(=NO1)N1CC=2C=NC(=CC2C1)C(=O)NCC(C(F)(F)F)(F)F)C(F)(F)F